C1(CCC1)C1=C(C=CC=C1)CNC(=O)[C@H]1N(C[C@@H](C1)O)C([C@H](C(C)(C)C)N1N=NC(=C1)C1CC1)=O (2S,4R)-N-[(2-cyclobutylphenyl)methyl]-1-[(2S)-2-(4-cyclopropyltriazol-1-yl)-3,3-dimethyl-butanoyl]-4-hydroxy-pyrrolidine-2-carboxamide